nitrogen (2-chloro-5-(3-(2-fluoropyridin-4-yl)-1H-7-azaindazol-5-yl)pyridin-3-yl)benzenesulfonamide ClC1=NC=C(C=C1C1=C(C=CC=C1)S(=O)(=O)N)C=1C=C2C(=NNC2=NC1)C1=CC(=NC=C1)F.[N]